N[C@H]1[C@H](N(CC1)C1=NC(=CC(=C1C#N)C(F)(F)F)C)C(=O)N(C)C1=CC=C(C=C1)Br (2S,3R)-3-amino-N-(4-bromophenyl)-1-[3-cyano-6-methyl-4-(trifluoromethyl)-2-pyridyl]-N-methyl-pyrrolidine-2-carboxamide